MethyleneOxide C=O